C(N)(=O)CC(CC(=O)O)CC(C)C 3-(carbamoylmethyl)-5-methylhexanoic acid